{1-[(3,3-difluorocyclobutyl)methyl]-1H-pyrazol-4-yl}-7-[(7-fluoro-2-methyl-1H-1,3-benzodiazol-6-yl)oxy]-8-(1H-imidazol-1-yl)quinoxaline FC1(CC(C1)CN1N=CC(=C1)C1=NC2=C(C(=CC=C2N=C1)OC=1C=CC2=C(NC(=N2)C)C1F)N1C=NC=C1)F